FC1=C(C=CC(=C1)F)[C@@](CN1N=CN=C1)([C@@H](C)SSCCC1=NC=CN=C1)O (2R,3R)-2-(2,4-difluorophenyl)-3-((2-(pyrazin-2-yl)ethyl)disulfanyl)-1-(1H-1,2,4-triazol-1-yl)butan-2-ol